C1(CCC1)CN(C(=O)OCC1=C(N=NN1C)C1=CC=C(C(=N1)C)O[C@@H]1[C@@H]2C([C@@H]2CC1)C(=O)O)C (1S,2S,5R)-2-((6-(5-((((cyclobutylmethyl)(methyl)carbamoyl)oxy)methyl)-1-methyl-1H-1,2,3-triazol-4-yl)-2-methylpyridin-3-yl)oxy)bicyclo[3.1.0]hexane-6-carboxylic acid